sulfur (thiazole) S1C=NC=C1.[S]